1-((2R,3R,4R,5R)-4-hydroxy-5-(hydroxymethyl)-3-methoxytetrahydrofuran-2-yl)-3-(3-methylbut-2-en-1-yl)pyrimidine-2,4(1H,3H)-dione O[C@H]1[C@H]([C@@H](O[C@@H]1CO)N1C(N(C(C=C1)=O)CC=C(C)C)=O)OC